6-[(4-cyano-3-{4-ethanesulfonamido-3-[(1S)-1-(4-fluorophenyl)ethoxy]phenyl}-1-{[2-(trimethylsilyl)ethoxy]methyl}-1H-pyrazol-5-yl)amino]pyridine-3-carboxylic acid C(#N)C=1C(=NN(C1NC1=CC=C(C=N1)C(=O)O)COCC[Si](C)(C)C)C1=CC(=C(C=C1)NS(=O)(=O)CC)O[C@@H](C)C1=CC=C(C=C1)F